3-[(6-butyl-4-phenylquinolin-2-yl)(methyl)amino]propionic acid C(CCC)C=1C=C2C(=CC(=NC2=CC1)N(CCC(=O)O)C)C1=CC=CC=C1